3-([3-(4-chlorophenyl)propoxy]propyl)-piperidine ClC1=CC=C(C=C1)CCCOCCCC1CNCCC1